8-chloro-2-methyl-4H-benzo[d][1,3]oxazin-4-one ClC1=CC=CC2=C1N=C(OC2=O)C